2-(((2R,7aS)-2-fluorotetrahydro-1H-pyrrolizin-7a(5H)-yl)methoxy)quinazoline F[C@@H]1C[C@@]2(CCCN2C1)COC1=NC2=CC=CC=C2C=N1